N-[(2-Amino-3-pyridyl)sulfonyl]-6-(5-fluoro-6-methoxy-3-pyridyl)-2-[(4S)-2,2,4-trimethylpyrrolidin-1-yl]pyridin-3-carboxamid NC1=NC=CC=C1S(=O)(=O)NC(=O)C=1C(=NC(=CC1)C=1C=NC(=C(C1)F)OC)N1C(C[C@@H](C1)C)(C)C